O(C(=S)[S-])S sulfydryl xanthate